NC1=C(C=CC=C1NCC=1OC(=CC1)C)N1CCN(CC1)C(=O)O 4-(2-Amino-3-((5-methylfuran-2-yl)methylamino)phenyl)piperazine-1-carboxylic acid